C1N(CCC2=CC=CC=C12)C[C@H](CN1CCOC2=C(C1=O)C=CC(=C2)C(=O)OC)O Methyl 4-[(2R)-3-(3,4-dihydro-1H-isoquinolin-2-yl)-2-hydroxy-propyl]-5-oxo-2,3-dihydro-1,4-benzoxazepin-8-carboxylate